C(C)N1C(C=2C(C=C1)=NN(C2)CC2=CC=C(C=C2)OC)=O 5-ethyl-2-(4-methoxybenzyl)-2,5-dihydro-4H-pyrazolo[4,3-c]pyridin-4-one